6-(3,5-difluorophenyl)-3-methyl-1,2,3,4-tetrahydropyridine FC=1C=C(C=C(C1)F)C1=CCC(CN1)C